1,5-di-bromopentane BrCCCCCBr